N1=CC=CC2=CC=CC(=C12)NC(CC(CCC)C=C)=O N-(quinolin-8-yl)-3-vinylhexanamide